CC1=C(OC=2N=NC(=CC2C(=O)NC2=CC(=CC=C2)S(=O)(=N)C)C(F)(F)F)C=CC(=C1)OC(F)F 3-(2-methyl-4-difluoromethoxyphenoxy)-N-(3-(S-methylsulfonimidoyl)phenyl)-6-(trifluoromethyl)pyridazine-4-carboxamide